2-(2-bromo-4-nitro-1H-imidazol-1-yl)acetamide BrC=1N(C=C(N1)[N+](=O)[O-])CC(=O)N